FC(S(=O)(=O)C=1C(=CC2=CC=CC=C2C1)C(=O)OC)(F)F methyl 3-(trifluoromethylsulfonyl)-2-naphthoate